C(CCCCCCCCCCCCCC)N1C(CCC1)=O N-(n-pentadecyl)pyrrolidone